2-iminopropionic acid methyl ester COC(C(C)=N)=O